2,3,4,5-tetrahydropyridin N=1CCCCC1